1-(3,3-Difluoroazetidin-1-yl)-2-[6-(4-fluoro-2-methyl-phenyl)pyrazolo[4,3-b]pyridin-1-yl]ethanone trifluoroacetate salt FC(C(=O)O)(F)F.FC1(CN(C1)C(CN1N=CC2=NC=C(C=C21)C2=C(C=C(C=C2)F)C)=O)F